CN1N=CC(=C1)C1=CC=2C(=NC=C(C2)C(=O)NC=2C=NC(=C(C2)NC(CN2C[C@H](CCC2)C)=O)C)N1 (S)-2-(1-methyl-1H-pyrazol-4-yl)-N-(6-methyl-5-(2-(3-methylpiperidin-1-yl)acetamido)pyridin-3-yl)-1H-pyrrolo[2,3-b]pyridine-5-carboxamide